3-(1-fluoro-1-methyl-ethyl)-5-(trifluoromethoxy)benzoic acid FC(C)(C)C=1C=C(C(=O)O)C=C(C1)OC(F)(F)F